CC1(OB(OC1(C)C)C1=NC=CC=C1)C.N1=C(C=CC=C1)B(OC(C)C)OC(C)C diisopropyl pyridin-2-ylboronate compound with 2-(4,4,5,5-tetramethyl-1,3,2-dioxaborolan-2-yl)pyridine